ClC=1C=CC(=C(C1)C=1C2=C(NC(C1)=O)CCO2)N2N=NC(=C2)Cl 7-(5-chloro-2-(4-chloro-1H-1,2,3-triazol-1-yl)phenyl)-2,3-dihydrofuro[3,2-b]pyridin-5(4H)-one